NC1=CC2=CC=C(C=C2C=C1)S(=O)(=O)O 2-aminonaphthalene-6-sulphonic acid